cerium (cyclopentadienyl) fluoride C1(C=CC=C1)F.[Ce]